C(C)(=O)O[C@@H]1[C@H](O[C@@]([C@@H]1OC(C)=O)(C#N)C1=CC=C2C(=NC=NN21)N)COC(=O)SC2CCCC2 [(2R,3R,4R,5R)-4-acetoxy-5-(4-aminopyrrolo[2,1-f][1,2,4]triazin-7-yl)-5-cyano-2-(cyclopentylsulfanylcarbonyloxymethyl)tetrahydrofuran-3-yl] acetate